N[C@H](COC(C(F)(F)F)(C)C)C1=NC2=C(N1)C=CC(=C2)[C@H](NC(CC2CC(C2)(F)F)=O)C2CC2 |o1:1| N-((R)-(2-((S*)-1-Amino-2-((1,1,1-trifluoro-2-methylpropan-2-yl)oxy)ethyl)-1H-benzo[d]imidazol-5-yl)(cyclopropyl)methyl)-2-(3,3-difluorocyclobutyl)acetamide